N-[(2S)-1-({(1S)-1-cyano-2-[(3S)-2-oxopyrrolidin-3-yl]ethyl}amino)-4-methyl-1-oxopentan-2-yl]-4-(trifluoromethoxy)-1H-indole-2-carboxamide C(#N)[C@H](C[C@H]1C(NCC1)=O)NC([C@H](CC(C)C)NC(=O)C=1NC2=CC=CC(=C2C1)OC(F)(F)F)=O